ClC=1C(=NC=CC1)N1N=C(C=C1C(=O)O)C(F)(F)F 2-(3-chloro-2-pyridyl)-5-(trifluoromethyl)pyrazole-3-carboxylic acid